5,6-diamino-1,3-dimethyl-uracil NC=1C(N(C(N(C1N)C)=O)C)=O